C(C)OC(CC(=O)C1=C(C=C(C=C1SC)Br)F)=O 3-(4-bromo-2-fluoro-6-methylsulfanyl-phenyl)-3-oxo-propionic acid ethyl ester